(R)-2-(tert-butyl-dimethyl-silanyloxymethyl)-piperazine-1-carboxylic acid tert-butyl ester C(C)(C)(C)OC(=O)N1[C@H](CNCC1)C(O[SiH2]C(C)(C)C)(C)C